CN(C)CC=1C=CC(=C(C1)NC(C1=CC=C(C=C1)NC1=NC=C(C(=N1)C1=CC=C(C=C1)OC(F)(F)F)SC)=O)C N-(5-dimethylaminomethyl-2-methyl-phenyl)-4-[5-methylsulfanyl-4-(4-trifluoromethoxy-phenyl)-pyrimidin-2-ylamino]-benzamide